3-methyl-4-[4-[3-(4-pyridyl)-1H-pyrazol-4-yl]phenyl]benzonitrile CC=1C=C(C#N)C=CC1C1=CC=C(C=C1)C=1C(=NNC1)C1=CC=NC=C1